3-(6-((4-(4-amino-3-(4-phenoxyphenyl)-1H-pyrazolo[3,4-d]pyrimidin-1-yl)piperidin-1-yl)methyl)-5-fluoropyridazin-4-yl)piperidine-2,6-dione NC1=C2C(=NC=N1)N(N=C2C2=CC=C(C=C2)OC2=CC=CC=C2)C2CCN(CC2)CC2=C(C(=CN=N2)C2C(NC(CC2)=O)=O)F